4-methacryloxybenzaldehyde C(C(=C)C)(=O)OC1=CC=C(C=O)C=C1